tri(4-ethylphenyl)-phosphine C(C)C1=CC=C(C=C1)P(C1=CC=C(C=C1)CC)C1=CC=C(C=C1)CC